C1(=CC=C(C=C1)NC1=NC=2C(C3=CC=NC=C13)=NN1C2C=CN=C1)C N-(p-tolyl)pyrimido[1',6':1,5]pyrazolo[4,3-c][2,7]naphthyridin-5-amine